(S)-2-((((9H-fluoren-9-yl)methoxy)carbonyl)(methyl)amino)-5-(1H-imidazol-1-yl)pentanoic acid C1=CC=CC=2C3=CC=CC=C3C(C12)COC(=O)N([C@H](C(=O)O)CCCN1C=NC=C1)C